2-(6,7-dihydro-5H-pyrrolo[1,2-c]imidazol-1-yl)-2-[4-fluoro-1-oxo-6-(4-piperazin-1-ylphenyl)isoindol-2-yl]-N-thiazol-2-yl-acetamide hydrochloride Cl.C1(=C2N(C=N1)CCC2)C(C(=O)NC=2SC=CN2)N2C(C1=CC(=CC(=C1C2)F)C2=CC=C(C=C2)N2CCNCC2)=O